6-amino-4-(6-(6-((6-methoxypyridin-3-yl)methyl)-3,6-diazabicyclo[3.1.1]heptane-3-yl)pyridin-3-yl)pyrazolo[1,5-a]pyridine-3-carbonitrile NC=1C=C(C=2N(C1)N=CC2C#N)C=2C=NC(=CC2)N2CC1N(C(C2)C1)CC=1C=NC(=CC1)OC